N-erucoyl-alanine C(CCCCCCCCCCC\C=C/CCCCCCCC)(=O)N[C@@H](C)C(=O)O